C(CC)(=O)N propaneAmide